6-chloro-N-(3-{2-[(1-ethylpiperidin-4-yl)amino]quinazolin-6-yl}-2,4-difluorophenyl)-1-hydroxy-2,3-dihydro-1H-indene-4-sulfonamide ClC=1C=C(C=2CCC(C2C1)O)S(=O)(=O)NC1=C(C(=C(C=C1)F)C=1C=C2C=NC(=NC2=CC1)NC1CCN(CC1)CC)F